(S)-piperazine-2-formic acid dihydrochloride Cl.Cl.N1[C@@H](CNCC1)C(=O)O